{1-[1-(cyclopropylsulfonyl)piperidin-4-yl]-3-[4-(7H-pyrrolo[2,3-d]pyrimidin-4-yl)-1H-pyrazol-1-yl]azetidin-3-yl}acetonitrile C1(CC1)S(=O)(=O)N1CCC(CC1)N1CC(C1)(N1N=CC(=C1)C=1C2=C(N=CN1)NC=C2)CC#N